[K+].N[C@@H](CCC(=O)[O-])C(=O)[O-].[K+] L-Glutamic Acid, Potassium Salt